lanthanum naphthylacetate C1(=CC=CC2=CC=CC=C12)CC(=O)[O-].[La+3].C1(=CC=CC2=CC=CC=C12)CC(=O)[O-].C1(=CC=CC2=CC=CC=C12)CC(=O)[O-]